C(C)N(C=NC1=C(C=C(C(=C1)C)C1(COC1)OCC1=CC(=CC=C1)F)C)C N-ethyl-N'-(4-(3-((3-fluorobenzyl)oxy)oxetan-3-yl)-2,5-dimethylphenyl)-N-methylformimidamide